tert-butyl (2S,3R)-3-(benzyl(methyl)amino)-2-(fluoromethyl)pyrrolidine-1-carboxylate C(C1=CC=CC=C1)N([C@H]1[C@H](N(CC1)C(=O)OC(C)(C)C)CF)C